ClC=1C(=C2C=NNC2=C(C1F)C1=CC=NN1C)C=1N=CC=2N(C1)C=CN2 6-(5-chloro-6-fluoro-7-(1-methyl-1H-pyrazol-5-yl)-1H-indazol-4-yl)imidazo[1,2-a]pyrazin